phenyl-amino-propionic acid C1(=CC=CC=C1)C(C(=O)O)(C)N